N-Boc-2-(aminomethyl)oxazoline C(=O)(OC(C)(C)C)N1C(OC=C1)CN